N-(3,3-diphenylpropyl)carbamylmethyl-glycine C1(=CC=CC=C1)C(CCNC(=O)CNCC(=O)O)C1=CC=CC=C1